2-tert-Butyl-6-(5-chloro-2H-benzotriazol-2-yl)-4-methylphenol C(C)(C)(C)C1=C(C(=CC(=C1)C)N1N=C2C(=N1)C=CC(=C2)Cl)O